CC1=C(C(=CC(=C1)C)C)N1C(N(CC1)C1=C(C=C(C=C1C)C)C)C=C 1,3-bis(2,4,6-trimethylphenyl)imidazolidin-2-ylethylene